(5-(2,6-dimethoxyphenyl)-6-(4-fluorophenyl)-2,4-dihydroxypyridin-3-yl)(3-(2-fluorophenyl)pyrrolidin-1-yl)methanone COC1=C(C(=CC=C1)OC)C=1C(=C(C(=NC1C1=CC=C(C=C1)F)O)C(=O)N1CC(CC1)C1=C(C=CC=C1)F)O